OC1(COC1)C1=CC=C(C(=O)NC2CN(CC2)C2=CC=C(C=C2)C(F)(F)F)C=C1 4-(3-hydroxyoxetan-3-yl)-N-(1-(4-(trifluoromethyl)phenyl)pyrrolidin-3-yl)benzamide